Cl.Cl.C1(CC1)N1CC(NCC1)(C)C 1-cyclopropyl-3,3-dimethylpiperazine dihydrochloride